C(C=C)(=O)OCCCCOCCC acryloyloxymethyl-4-oxaheptane